COCCOC=1C=C(N)C=CC1OCCOC 3,4-di(2-methoxyethoxy)aniline